4-methyl-2-methylsulfanyl-pyrimidine-5-carboxylic acid CC1=NC(=NC=C1C(=O)O)SC